3-(4-(N,N-dimethylsulfamoyl)phenyl)-7-isopropyl-N-(oxazol-2-yl)-1H-indole-2-carboxamide CN(S(=O)(=O)C1=CC=C(C=C1)C1=C(NC2=C(C=CC=C12)C(C)C)C(=O)NC=1OC=CN1)C